4-(benzylamino)isoindoline-1,3-dione C(C1=CC=CC=C1)NC1=C2C(NC(C2=CC=C1)=O)=O